Sodium sulfanilate S(=O)(C1=CC=C(C=C1)N)(=O)[O-].[Na+]